4-[(3R)-azepin-3-ylamino]-6-[4-(morpholin-4-ylmethyl)phenyl]pyrido[3,2-d]pyrimidine-8-carboxamide N1C=C(C=CC=C1)NC=1C2=C(N=CN1)C(=CC(=N2)C2=CC=C(C=C2)CN2CCOCC2)C(=O)N